ClC1=C(C(=C(C(=O)O)C=C1)C)I 4-Chloro-3-iodo-2-methylbenzoic acid